C(#N)CC(=O)N1CCN(CC1)C=1C2=C(N=CN1)NC=C2 4-(4-(2-cyanoacetyl)piperazin-1-yl)-7H-pyrrolo[2,3-d]pyrimidin